6-(8-(benzo[d]thiazol-2-ylcarbamoyl)-3,4-dihydroisoquinolin-2(1H)-yl)-3-(1-(2-(2-methoxyethoxy)benzyl)-5-methyl-1H-pyrazol-4-yl)picolinic acid tert-butyl ester C(C)(C)(C)OC(C1=NC(=CC=C1C=1C=NN(C1C)CC1=C(C=CC=C1)OCCOC)N1CC2=C(C=CC=C2CC1)C(NC=1SC2=C(N1)C=CC=C2)=O)=O